1-(3,8-dihydroxyeicosanoyl)2,3-diacetoxyglycerol sodium [Na].OC(CC(=O)OCC(OOC(C)=O)COOC(C)=O)CCCCC(CCCCCCCCCCCC)O